N[C@H](C(=O)OC)CC1=C2CCCC2=C(C=C1)C=1C(N(C2=CC=C(C=C2C1C)F)C)=O methyl (S)-2-amino-3-(7-(6-fluoro-1,4-dimethyl-2-oxo-1,2-dihydro quinolin-3-yl)-2,3-dihydro-1H-inden-4-yl)propanoate